C1(=CC=CC=C1)[C@@H](NC[C@@H](C)C=1C=NC(=CC1)C(F)(F)F)[C@H]1CNC2=C(N1)N=CC=C2 |o1:9| (S or R)-N-((R)-phenyl((R)-1,2,3,4-tetrahydropyrido[2,3-b]pyrazin-3-yl)methyl)-2-(6-(trifluoromethyl)pyridin-3-yl)propan-1-amine